BrC=1C=C(C=2N(C1)N=CC2C#N)OCC(OC)C2=NC=C(C=C2)F 6-Bromo-4-[2-(5-fluoro-2-pyridyl)-2-methoxy-ethoxy]pyrazolo[1,5-a]pyridine-3-carbonitrile